1-(3-(hydroxy(pyridin-4-yl)methyl)benzyl)urea OC(C=1C=C(CNC(=O)N)C=CC1)C1=CC=NC=C1